BrC1=CC=C(C=C1)/C=C/C(=O)C=1N(C=CC1)C (E)-3-(4-bromophenyl)-1-(N-methyl-pyrrol-2-yl)prop-2-en-1-one